CC(CCCCCCCCCCCCCCCC)=O n-octadecaneOne